2-Thiobarbiturate N1C(=S)NC(=O)CC1=O